O=C(CCC(OC[N+]1(CCOCC1)C=1OC2=C(C(C1)=O)C=CC=C2C2=CC=CC=C2)=O)[C@](N)(CCCNC(N)=N)C(=O)NCC(=O)N[C@@H](CC(O)=O)C(=O)N[C@@H](CO)C(=O)O 2-[1,4-dioxo-4-[[4-(4-oxo-8-phenyl-4H-1-benzopyran-2-yl)morpholinium-4-yl]methoxy]butyl]-L-arginylglycyl-L-α-aspartyl-L-serine